N1-(3-hydroxy-2-(4-methylpiperidin-1-yl)phenyl)-N4,N4-dimethylbenzene-1,4-disulfonamide OC=1C(=C(C=CC1)NS(=O)(=O)C1=CC=C(C=C1)S(=O)(=O)N(C)C)N1CCC(CC1)C